BrC=1C=CC2=C(N=C(S2)C2CCN(CC2)C)C1 5-Bromo-2-(1-methylpiperidin-4-yl)benzo[d]thiazole